C1(CC1)NC1=NC(=CC(=N1)OC1CNCC1)OC 3-((2-(cyclopropylamino)-6-methoxypyrimidin-4-yl)oxy)pyrrolidin